22-hydroxy-ergosta-4,6,8(14)-triene OC(C[C@@H](C(C)C)C)[C@@H](C)[C@H]1CCC2=C3C=CC4=CCCC[C@]4(C)[C@H]3CC[C@]12C